CN1C(=NN=C1)C(C=1C=C(C=CC1)N1C(C2=CC(=CC(=C2C1)C(F)(F)F)CNC1(CCC1)C)=O)C1CC(C1)OC(F)(F)F 2-(3-((4-methyl-4H-1,2,4-triazol-3-yl)(3-(trifluoromethoxy)cyclobutyl)methyl)phenyl)-6-(((1-methylcyclobutyl)-amino)methyl)-4-(trifluoromethyl)isoindolin-1-one